ethyl(trimethyl)silane C(C)[Si](C)(C)C